CN1N=CC=C1C1=CC=C(C(=N1)NC=1C=CC(=NC1)NC(OC(C)(C)C)=O)[N+](=O)[O-] tert-butyl (5-((6-(1-methyl-1H-pyrazol-5-yl)-3-nitropyridin-2-yl)amino)pyridin-2-yl)carbamate